C(C1=CC=CC=C1)(=O)P([O-])=O benzoylphosphinate